C[C@@]12OO[C@]34[C@@H](CC1)[C@@H](CC[C@H]3[C@H]([C@H](O[C@@H]4O2)CNC(C)=O)C)C N-{[(3R,5aS,6R,8aS,9R,10S,12R,12aR)-3,6,9-trimethyldecahydro-12H-3,12-epoxypyrano[4,3-j][1,2]benzodioxepin-10-yl]methyl}acetamide